tert-butyl N-[2-[3-[3-[[4-[4-(3,5-dichlorophenyl)piperazin-1-yl]sulfonylphenyl]carbamoyl]-4-[methyl(methylsulfonyl)amino] phenyl] prop-2-ynoylamino]ethyl]-carbamate ClC=1C=C(C=C(C1)Cl)N1CCN(CC1)S(=O)(=O)C1=CC=C(C=C1)NC(=O)C=1C=C(C=CC1N(S(=O)(=O)C)C)C#CC(=O)NCCNC(OC(C)(C)C)=O